NCC1CCC(CC1)NC=1C=NC(=CC1)C1CCC(CC1)(C)C N-(4-(aminomethyl)cyclohexyl)-6-(4,4-dimethylcyclohexyl)pyridin-3-amine